BrC1=CC=C(C(=N1)F)C1(CC(C1)NC(OC(C)(C)C)=O)F tert-butyl (3-(6-bromo-2-fluoropyridin-3-yl)-3-fluorocyclobutyl)carbamate